1-methyl-4-(4-nitrophenyl)-1H-pyrazole CN1N=CC(=C1)C1=CC=C(C=C1)[N+](=O)[O-]